tri(4-methyl-1-hexyl) citrate C(CC(O)(C(=O)OCCCC(CC)C)CC(=O)OCCCC(CC)C)(=O)OCCCC(CC)C